N-(3-chloro-4-(3-fluorobenzyloxy)phenyl)-3,4-dihydro-2H-[1,4]oxazino[2,3-f]quinazolin-10-amine ClC=1C=C(C=CC1OCC1=CC(=CC=C1)F)NC1=NC=NC2=CC=C3C(=C12)OCCN3